FC=1C=C(C=CC1OC)CC(=O)N1CCOC2(C1)C=C(C(C(C2)(C)C)=O)C#N 4-[(3-fluoro-4-methoxyphenyl)acetyl]-10,10-dimethyl-9-oxo-1-oxa-4-azaspiro[5.5]undec-7-ene-8-carbonitrile